N4-{[3,3'-bipyridin]-6-yl}-N2-[(3S)-piperidin-3-yl]-5-(trifluoromethyl)pyrimidine-2,4-diamine N1=CC(=CC=C1NC1=NC(=NC=C1C(F)(F)F)N[C@@H]1CNCCC1)C=1C=NC=CC1